N-((1S,4S)-4-(6-(2-chloro-3-fluorophenyl)-2-((3-chloro-4-((R)-3-methylpiperazin-1-yl)phenyl)amino)-5-methyl-7-oxopyrido[2,3-d]pyrimidin-8(7H)-yl)cyclohexyl)propanamide ClC1=C(C=CC=C1F)C1=C(C2=C(N=C(N=C2)NC2=CC(=C(C=C2)N2C[C@H](NCC2)C)Cl)N(C1=O)C1CCC(CC1)NC(CC)=O)C